ethylcyclopentadienyl-tris(ethylamino)hafnium C(C)C1(C=CC=C1)[Hf](NCC)(NCC)NCC